(1-tetradecyl)trimethylammonium chloride Potassium butanesulfonate C(CCC)S(=O)(=O)[O-].[K+].[Cl-].C(CCCCCCCCCCCCC)[N+](C)(C)C